tert-Butyl 4-(4-chlorophenoxy)-2-methylpiperidine-1-carboxylate ClC1=CC=C(OC2CC(N(CC2)C(=O)OC(C)(C)C)C)C=C1